2-(6-methoxyindazol-2-yl)-2-phenyl-N-thiazol-2-yl-acetamide COC=1C=CC2=CN(N=C2C1)C(C(=O)NC=1SC=CN1)C1=CC=CC=C1